C1(=CC(=CC=C1)C=1N=CNC1)C 4(s)-(m-tolyl)-1H-imidazol